5-(1-methyl-4-(1H-pyrrolo[2,3-b]pyridin-4-yl)-1H-pyrazol-3-yl)isothiazole CN1N=C(C(=C1)C1=C2C(=NC=C1)NC=C2)C2=CC=NS2